trimethyl 6,6',6''-nitrilotris(methylene)trinicotinate N(CC1=NC=C(C(=O)OC)C=C1)(CC1=NC=C(C(=O)OC)C=C1)CC1=NC=C(C(=O)OC)C=C1